rac-(7S)-7-tert-butyl-N-[rac-(1R)-3-(dimethylamino)-1-[4-(6-oxo-1H-pyridin-3-yl)phenyl]propyl]-5,6,7,8-tetrahydrothiazolo[5,4-b]quinoline-2-carboxamide C(C)(C)(C)[C@@H]1CC=2C=C3C(=NC2CC1)SC(=N3)C(=O)N[C@H](CCN(C)C)C3=CC=C(C=C3)C3=CNC(C=C3)=O |r|